6-3,8-diazabicyclo[3.2.1]octan-3-yl-3-(2,3-dichlorophenyl)-2-methyl-3,4-dihydropyrimidin-4-one C12CN(CC(CC1)N2)C2=CC(N(C(=N2)C)C2=C(C(=CC=C2)Cl)Cl)=O